3-glycidoxyamyl-methyl-diethoxysilane C(C1CO1)OC(CC[Si](OCC)(OCC)C)CC